CCC=CCCCC Oct-3-ene